N-ethylbis(2-acetoxyethyl)amine C(C)N(CCOC(C)=O)CCOC(C)=O